3-(3-ethyloxetan-3-ylmethoxy)propyltriethoxysilane tert-butyl-4-(6-(1-((2-(trimethylsilyl)ethoxy)methyl)-1H-benzo[d]imidazol-5-yl)pyrazolo[1,5-a]pyridin-3-yl)piperazine-1-carboxylate C(C)(C)(C)OC(=O)N1CCN(CC1)C=1C=NN2C1C=CC(=C2)C2=CC1=C(N(C=N1)COCC[Si](C)(C)C)C=C2.C(C)C2(COC2)COCCC[Si](OCC)(OCC)OCC